(4-methoxybenzylamino)-3-nitrobenzoate COC1=CC=C(CNC2=C(C(=O)[O-])C=CC=C2[N+](=O)[O-])C=C1